CC=1C=C(C=CC1OC1=CC2=C(C=N1)N(C=N2)C)NC2=NC=NC1=C2C=2OC[C@@H]3N(C2N=C1)CCNC3 (R)-N-(3-methyl-4-((3-methyl-3H-imidazo[4,5-c]pyridin-6-yl)oxy)phenyl)-6,6a,7,8,9,10-hexahydropyrazino[1,2-d]pyrimido[5',4':4,5]pyrido[3,2-b][1,4]oxazin-4-amine